tert-butyl N-[(1R)-1-[[6-(3-methoxy-phenoxy)-2-pyridyl]carbamoyl]propyl]carbamate COC=1C=C(OC2=CC=CC(=N2)NC(=O)[C@@H](CC)NC(OC(C)(C)C)=O)C=CC1